NC1=CC(=C(OC2=C(C=C(C=C2)C2(C3=CC=CC=C3C=3C=CC=CC23)C2=CC(=C(C=C2)OC2=C(C=C(C=C2)N)C)C(C)C)C(C)C)C=C1)C 9,9-bis[4-(4-amino-2-methylphenoxy)-3-isopropylphenyl]fluorene